C(CC(C)C)N1C(=CC(C(=C1)OCC1=CC=CC=C1)=O)CO 1-isoamyl-2-hydroxymethyl-5-(benzyloxy)-pyridin-4-one